[N-](S(=O)(=O)C(F)(F)F)S(=O)(=O)C(F)(F)F.CN1C(CCCC1)CCC N-methylpropylpiperidine bis(trifluoromethanesulfonyl)imide salt